N6'-(2-(1-(Cyclopropylsulfonyl)-1H-pyrazol-4-yl)pyrimidin-4-yl)-N4-(3,3-difluorocyclobutyl)-N4'-((1s,4s)-4-((dimethylamino)methyl)cyclohexyl)-[2,3'-bipyridine]-4,4',6'-triamine C1(CC1)S(=O)(=O)N1N=CC(=C1)C1=NC=CC(=N1)NC1=CC(=C(C=N1)C1=NC=CC(=C1)NC1CC(C1)(F)F)NC1CCC(CC1)CN(C)C